1-(9-benzyl-1-methyl-β-carbolin-6-yl)-3-(4-(trifluoromethyl)phenyl)urea C(C1=CC=CC=C1)N1C2=CC=C(C=C2C=2C=CN=C(C12)C)NC(=O)NC1=CC=C(C=C1)C(F)(F)F